4-(4-((3,3-difluorocyclobutyl)amino)-8-fluoro-2-(((2R,7aS)-2-fluorotetrahydro-1H-pyrrolizin-7a(5H)-yl)methoxy)-6-(trifluoromethyl)quinazolin-7-yl)-7-fluorobenzo[d]thiazol-2-amine FC1(CC(C1)NC1=NC(=NC2=C(C(=C(C=C12)C(F)(F)F)C1=CC=C(C2=C1N=C(S2)N)F)F)OC[C@]21CCCN1C[C@@H](C2)F)F